C(CCCCC(=O)O)(=[O+][O-])O adipic acid oxide